6-(5-(aminomethyl)isoxazol-3-yl)-4-methylpyridine-3-carbonitrile NCC1=CC(=NO1)C1=CC(=C(C=N1)C#N)C